C(C)OC1=CC(=NC=C1C#N)[C@H](C)N1C(C2=CC(=CC(=C2CC1)C=1C(=NN(C1)CC)C)CCN(C)CC)=O (S)-4-ethoxy-6-(1-(7-(2-(ethyl(methyl)amino)ethyl)-5-(1-ethyl-3-methyl-1H-pyrazol-4-yl)-1-oxo-3,4-dihydroisoquinolin-2(1H)-yl)ethyl)nicotinonitrile